(S)-2-amino-6-borono-2-((1S,3R)-3-((4'-chloro-3,5-difluorobiphenyl-4-yl)methylamino)cyclobutyl)hexanoic acid N[C@@](C(=O)O)(CCCCB(O)O)C1CC(C1)NCC1=C(C=C(C=C1F)C1=CC=C(C=C1)Cl)F